((2-chloro-5-((1-(2-fluoroethyl)-1H-pyrazol-4-yl)ethynyl)pyridin-4-yl)amino)-2,2-dimethylpropan-1-ol ClC1=NC=C(C(=C1)NC(C(C)(C)C)O)C#CC=1C=NN(C1)CCF